1,4-bis(3-ethyl-3-oxetanylmethoxy)benzene tert-butyl-(2-((S)-3-((S)-sec-butyl)-2-oxo-1,2,3,5-tetrahydro-4H-benzo[e][1,4]diazepin-4-yl)-2-oxoethyl)carbamate C(C)(C)(C)N(C(O)=O)CC(=O)N1[C@H](C(NC2=C(C1)C=CC=C2)=O)[C@@H](C)CC.C(C)C2(COC2)COC2=CC=C(C=C2)OCC2(COC2)CC